C(C)(=O)C1=NN(C2=CC=C(C=C12)N1C[C@H]2CCCC[C@H]2C1)CC(=O)N1[C@@H](C[C@H](C1)F)C(=O)NC1=NC(=CC=C1)Br (2S,4R)-1-(2-(3-acetyl-5-((3aR,7aS)-hexahydro-1H-isoindol-2(3H)-yl)-1H-indazol-1-yl)acetyl)-N-(6-bromopyridin-2-yl)-4-fluoropyrrolidine-2-carboxamide